N5-(tert-butyl)-7-(4-fluorophenyl)-8-(2-methylpyridin-4-yl)-[1,2,4]Triazolo[1,5-c]Pyrimidine-2,5-diamine C(C)(C)(C)NC1=NC(=C(C=2N1N=C(N2)N)C2=CC(=NC=C2)C)C2=CC=C(C=C2)F